2,4,6,8-tetramethyl-2,4,6,8-tetrakis[2-(triethoxysilyl)ethyl]cyclotetrasiloxane C[Si]1(O[Si](O[Si](O[Si](O1)(CC[Si](OCC)(OCC)OCC)C)(CC[Si](OCC)(OCC)OCC)C)(CC[Si](OCC)(OCC)OCC)C)CC[Si](OCC)(OCC)OCC